trimethylammonium-acetonitrile salt C(C)#N.C[NH+](C)C